tert-butyl 3-[6-(8-bromo-3-triisopropylsilyloxy-1-naphthyl)-5-fluoro-3,4-dimethyl-2,7-naphthyridin-1-yl]-3,8-diazabicyclo[3.2.1]octane-8-carboxylate BrC=1C=CC=C2C=C(C=C(C12)C=1C(=C2C(=C(N=C(C2=CN1)N1CC2CCC(C1)N2C(=O)OC(C)(C)C)C)C)F)O[Si](C(C)C)(C(C)C)C(C)C